4-((2S)-4-(isothiazol-5-yl)piperidin-2-yl)benzoate S1N=CC=C1C1C[C@H](NCC1)C1=CC=C(C(=O)[O-])C=C1